2-ethoxy-8-methoxy-3-(4-(2,2,2-trifluoroethoxy)phenyl)-4H-pyrido[1,2-a]pyrimidin-4-one C(C)OC=1N=C2N(C(C1C1=CC=C(C=C1)OCC(F)(F)F)=O)C=CC(=C2)OC